1-(2-(Methacryloyloxy)-3-hexadecyloxy-propan-1-yl)-3-methyl-1H-imidazolium iodid [I-].C(C(=C)C)(=O)OC(CN1C=[N+](C=C1)C)COCCCCCCCCCCCCCCCC